rac-N-(4-(2,5-difluorophenyl)-6-(5,5-difluorotetrahydro-2H-pyran-2-yl)pyrimidin-5-yl)-2-isopropoxy-pyrimidine-5-carboxamide FC1=C(C=C(C=C1)F)C1=NC=NC(=C1NC(=O)C=1C=NC(=NC1)OC(C)C)[C@@H]1OCC(CC1)(F)F |r|